COC1=CC=C(C(=O)CC(C2=CC=CC=C2)=O)C=C1 4-methoxybenzoylbenzoylmethane